1-(3-bromophenyl)cyclobutanecarbaldehyde BrC=1C=C(C=CC1)C1(CCC1)C=O